FC(S(=O)(=O)[C-](S(=O)(=O)C(F)(F)F)S(=O)(=O)C(F)(F)F)(F)F Tris(trifluoromethanesulfonyl)methanide